1,2-dimethoxy-1,1,2,2-tetraphenylethane COC(C(C1=CC=CC=C1)(C1=CC=CC=C1)OC)(C1=CC=CC=C1)C1=CC=CC=C1